1-(((3,3-dibutyl-7-methylsulfanyl-1,1-dioxo-5-phenyl-2,3,4,5-tetrahydrobenzo[b][1,4]thiazepin-8-yl)methyl)amino)cyclopropanecarboxylic acid C(CCC)C1(CN(C2=C(S(C1)(=O)=O)C=C(C(=C2)SC)CNC2(CC2)C(=O)O)C2=CC=CC=C2)CCCC